BrC1=CC(=C(C(=O)O)C=C1F)C 4-bromo-5-fluoro-2-methyl-benzoic acid